OCCOCCNC(=O)C1=CC2=C(N(C(=N2)NC=2SC3=C(N2)CCC(C3)C)C)C=C1 N-(2-(2-hydroxyethoxy)ethyl)-1-methyl-2-((6-methyl-4,5,6,7-tetrahydrobenzo[d]thiazol-2-yl)amino)-1H-benzo[d]imidazole-5-carboxamide